CN1N=C(C=C1C(=O)N[C@@H](C)C1=CC(=NO1)C1=CC(=NC=C1)C(F)(F)F)C(F)(F)F (S)-1-methyl-3-(trifluoromethyl)-N-(1-(3-(2-(trifluoromethyl)pyridin-4-yl)isoxazol-5-yl)ethyl)-1H-pyrazole-5-carboxamide